tert-Butyl (R)-3-(4-(1-(3-((tert-butoxycarbonyl)amino)propyl)-5-(chloromethyl)-1H-pyrazol-3-yl)phenoxy)-2-((tert-butyldimethylsilyl)oxy)propanoate C(C)(C)(C)OC(=O)NCCCN1N=C(C=C1CCl)C1=CC=C(OC[C@H](C(=O)OC(C)(C)C)O[Si](C)(C)C(C)(C)C)C=C1